1-(1-butoxyprop-1-en-2-yl)-4-(1-(3-ethoxypropoxy)prop-1-en-2-yl)benzene C(CCC)OC=C(C)C1=CC=C(C=C1)C(=COCCCOCC)C